ClC1=NC=C(C(=C1)C1=C(C=NC(=C1)C)C(=O)NC=1SC2=C(N1)CN(C2)C(=O)C2CCC(CC2)OC(F)F)OC 2'-chloro-N-(5-(4-(difluoromethoxy)cyclohexane-1-carbonyl)-5,6-dihydro-4H-pyrrolo[3,4-d]thiazol-2-yl)-5'-methoxy-6-methyl-[4,4'-bipyridine]-3-carboxamide